trimethoxy(dodecyl)silane CO[Si](CCCCCCCCCCCC)(OC)OC